C(C)C(CNCCCCN)CC N-(2-ethylbutyl)butane-1,4-diamine